methyl 2-((tert-butoxycarbonyl)amino)-2-(2-oxopiperidin-4-yl)acetate C(C)(C)(C)OC(=O)NC(C(=O)OC)C1CC(NCC1)=O